4-((tert-Butyldimethylsilyl)oxy)-6-chloro-2-fluorochroman-2-carboxylic acid methyl ester COC(=O)C1(OC2=CC=C(C=C2C(C1)O[Si](C)(C)C(C)(C)C)Cl)F